N[C@H](CCC(=O)O)C=C |r| (RS)-4-amino-5-hexenoic acid